C1(=CC=CC=C1)C1=NC(=C2NC=NC2=N1)NC1CCCCC1 2-phenyl-N6-cyclohexyladenine